O[C@H](C(=O)OCC(C)(C)OC(C)C1=CCC(C1)(C)C)C 2-[1-(4,4-dimethyl-1-cyclopenten-1-yl)ethoxy]-2-methylpropyl (2S)-2-hydroxypropanoate